7-[1-(2,2-difluoroethyl)-1H-pyrazolo[3,4-b]pyrazin-6-yl]-2-[4-(trifluoromethyl)pyridin-3-yl]-2,7-diazaspiro[3.5]nonane FC(CN1N=CC=2C1=NC(=CN2)N2CCC1(CN(C1)C=1C=NC=CC1C(F)(F)F)CC2)F